diethylaminoethylmethacrylate C(C)N(CC)CCOC(C(=C)C)=O